CC1CCC(NC1)=O 5-Methylpiperidin-2-one